FC=1C(=NC=C(C1C1=C(C=NC(=C1)C)C(=O)NC=1SC(=NN1)O[C@H]1[C@@H]2C[C@H]([C@H](C1)C2)O)OC)C 3'-fluoro-N-(5-(((1S,2R,4S,5R)-5-hydroxybicyclo[2.2.1]heptan-2-yl)oxy)-1,3,4-thiadiazol-2-yl)-5'-methoxy-2',6-dimethyl-[4,4'-bipyridine]-3-carboxamide